ClC1=CC=C(C=C1)C1=CC2=C(N=C3N(C2=S)CCC3)O1 2-(4-chlorophenyl)-7,8-dihydrofuro[2,3-D]pyrrolo[1,2-a]pyrimidine-4(6H)-thione